di(α-butyl-peroxy)cyclohexane methyl-4-(2-(4,4-difluoroazepan-1-yl)-7-fluoroquinoline-3-carboxamido)-3-methylthiophene-2-carboxylate COC(=O)C=1SC=C(C1C)NC(=O)C=1C(=NC2=CC(=CC=C2C1)F)N1CCC(CCC1)(F)F.C(CCC)OOC1(CCCCC1)OOCCCC